(2-(((S)-1-((3r,5'S)-5'-carbamoyl-2-oxospiro[indol-3,3'-pyrrolidin]-1'-yl)-4-methyl-1-oxopentan-2-yl)amino)ethyl)-4,6,7-trifluoro-1H-indole-2-carboxylic acid C(N)(=O)[C@@H]1C[C@@]2(CN1C([C@H](CC(C)C)NCCN1C(=CC3=C(C=C(C(=C13)F)F)F)C(=O)O)=O)C(NC1=CC=CC=C12)=O